methyl-1-(2-chloro-5-methylpyrimidin-4-yl)-1H-pyrrole-3-carboxylate COC(=O)C1=CN(C=C1)C1=NC(=NC=C1C)Cl